ClC=1C=C(C=CC1Cl)C=1N(C(=CC(C1C(=O)O)=O)CNC(CC)=O)CC 2-(3,4-dichlorophenyl)-1-ethyl-4-oxo-6-[(propanoylamino)methyl]pyridine-3-carboxylic acid